N-((1R,3r,5S,6r)-3-(5-chloro-1H-indazol-7-yl)-3-hydroxybicyclo[3.1.0]hexan-6-yl)methanesulfonamide ClC=1C=C2C=NNC2=C(C1)C1(C[C@H]2C([C@H]2C1)NS(=O)(=O)C)O